[Si](C)(C)(C(C)(C)C)OC1CC(C1)C1=NC=C(C2=C1N=CS2)C 4-(3-((tert-butyldimethylsilyl)oxy)cyclobutyl)-7-methylthiazolo[4,5-c]pyridine